(5-fluoro-2-methylphenyl)methanone FC=1C=CC(=C(C1)C=O)C